[Cl-].[Cl-].C[SiH](C)[Hf+2](C1C(=CC2=C(C=C(C=C12)C(C)C)C(C)C)C)C1C(=CC2=C(C=C(C=C12)C(C)C)C(C)C)C dimethylsilylbis(2-methyl-4,6-diisopropyl-1-indenyl)hafnium dichloride